BrC=1C=C(C=C(C1)Br)CN1C=NC=C1 1-((3,5-Dibromophenyl)methyl)-1H-imidazole